(S)-6-((1-Acryloyl-3-(2,3-dichloro-6-fluorophenyl)pyrrolidin-3-yl)amino)-8-fluoro-3-(methyl-d3)quinazolin-4(3H)-one C(C=C)(=O)N1C[C@](CC1)(C1=C(C(=CC=C1F)Cl)Cl)NC=1C=C2C(N(C=NC2=C(C1)F)C([2H])([2H])[2H])=O